5-amino-4,6-dichloropyrimidine NC=1C(=NC=NC1Cl)Cl